3-(3-bromo-4-(4-(methylsulfonyl)phenoxy)-phenoxy)-5-(3,4-difluorophenyl)pyridine BrC=1C=C(OC=2C=NC=C(C2)C2=CC(=C(C=C2)F)F)C=CC1OC1=CC=C(C=C1)S(=O)(=O)C